imino(methyl){[4-(quinolin-4-yl)phenyl]methyl}-λ6-sulfanone N=S(=O)(CC1=CC=C(C=C1)C1=CC=NC2=CC=CC=C12)C